C12CN(CC(CC1)O2)C2=NN=C(S2)C=2C(=CC(=NC2)C2=CC=C1N2N=CC(=C1)C#N)NC(C)C 7-(5-(5-(8-oxa-3-azabicyclo[3.2.1]oct-3-yl)-1,3,4-thiadiazol-2-yl)-4-(isopropylamino)pyridin-2-yl)pyrrolo[1,2-b]pyridazine-3-carbonitrile